4-Amino-1-(4-aminophenyl)-2-oxo-7-(trifluoromethoxy)-1,2-dihydroquinoline-3-carboxylic acid methyl ester COC(=O)C=1C(N(C2=CC(=CC=C2C1N)OC(F)(F)F)C1=CC=C(C=C1)N)=O